[N+](=O)([O-])C=1C=C2C(C=3C=CC(=CC3C(C2=CC1[N+](=O)[O-])=O)C(=O)O)=O 6,7-dinitro-9,10-anthraquinone-2-carboxylic acid